C(CCCCCCCCCCCCCCCCCCCC(C)C)NC(O)=O isotricosyl-carbamic acid